(S)-2-(((Benzyloxy)carbonyl)amino)-3-cyclopentylpropanoic acid C(C1=CC=CC=C1)OC(=O)N[C@H](C(=O)O)CC1CCCC1